4,6-di-tert-butyl-2-chloropyrimidine C(C)(C)(C)C1=NC(=NC(=C1)C(C)(C)C)Cl